C(C)(=O)O r-acetic acid